(R)-N-(4-(4-((2-(methoxymethyl)pyrrolidin-1-yl)amino)-4-oxobutyl)-1-phenyl-1H-imidazol-2-yl)-3-(1H-pyrazol-4-yl)benzamide COC[C@@H]1N(CCC1)NC(CCCC=1N=C(N(C1)C1=CC=CC=C1)NC(C1=CC(=CC=C1)C=1C=NNC1)=O)=O